C(C)(=O)C=1C(N(N=CC1Cl)CC1=CC=C(C=C1)OC)=O 4-acetyl-5-chloro-2-(4-methoxybenzyl)pyridazin-3(2H)-one